Racemic-20-amino-13-fluoro-6,18-bis(trifluoromethyl)-16,23-dioxa-3,4,21-triazatetracyclo[15.3.1.12,5.111,15]tricosa-1(21),2,4,11(22),12,14,17,19-octaen-6-ol NC1=CC(=C2OC3=CC(=CC(CCCC[C@](C4=NN=C(C1=N2)O4)(O)C(F)(F)F)=C3)F)C(F)(F)F |r|